O(C1=CC=CC=C1)C1=CC=C(C=C1)C1=NN2C(NC=3CNCCC32)=C1C(=O)N 2-(4-Phenoxyphenyl)-5,6,7,8-tetrahydro-4H-pyrazolo[1',5':1,2]imidazo[4,5-c]pyridine-3-carboxamide